S1C=NC2=C1C=CC(=C2)OC2=CC=NC1=CC(=CC=C21)C2=C(C=C(C=C2)C(=O)N2CC1(C2)CNC1)F (4-(4-(benzo[d]thiazol-5-yloxy)quinolin-7-yl)-3-fluorophenyl)(2,6-diazaspiro[3.3]heptan-2-yl)methanone